[Ca+2].OC1=CC=C(C=C1)S(=O)(=O)[O-].OC1=CC=C(C=C1)S(=O)(=O)[O-] p-hydroxybenzenesulfonic acid calcium salt